4-(5-Cyano-4-hydroxy-biphenyl-3-yl)-4-oxo-butyric acid C(#N)C=1C(=C(C=C(C1)C1=CC=CC=C1)C(CCC(=O)O)=O)O